3-[2-(2-{[6-(2,5-dioxo-2,5-dihydro-1H-pyrrol-1-yl)hexanoyl]amino}ethoxy)ethoxy]phenyl beta-D-glucopyranosiduronic acid O([C@H]1[C@H](O)[C@@H](O)[C@H](O)[C@H](O1)C(=O)O)C1=CC(=CC=C1)OCCOCCNC(CCCCCN1C(C=CC1=O)=O)=O